C1(=CC=C(C=C1)S(=O)(=O)O[C@@H](CCOS(=O)(=O)C1=CC=C(C=C1)C)C)C [(3R)-3-(p-Tolylsulfonyloxy)butyl]4-methylbenzenesulfonate